C1(CC1)COC1=CN2C(=C(C=C2C=C1)C)C(=O)OC methyl 6-(cyclopropylmethoxy)-2-methylindolizine-3-carboxylate